N-(5,5-difluoropentyl)-4-(1,5-dimethylpyrazol-4-yl)-1-methyl-3,4-dihydro-1H-isoquinoline-2-carboxamide FC(CCCCNC(=O)N1C(C2=CC=CC=C2C(C1)C=1C=NN(C1C)C)C)F